(R or S)-3-methyl-5-(trifluoromethyl)-2-(2-(3-(trifluoromethyl)-5,6,7,8-tetrahydro-[1,2,4]triazolo[4,3-a]pyridin-6-yl)-2H-pyrazolo[3,4-b]pyridin-6-yl)phenol CC=1C(=C(C=C(C1)C(F)(F)F)O)C=1C=CC=2C(N1)=NN(C2)[C@@H]2CCC=1N(C2)C(=NN1)C(F)(F)F |o1:21|